methyl 5-cyclopropyl-3-[(1,3-dimethyl-pyrazol-4-yl)amino]-6-(3-methylimidazo[4,5-c]pyridin-7-yl)pyrazine-2-carboxylate C1(CC1)C=1N=C(C(=NC1C=1C2=C(C=NC1)N(C=N2)C)C(=O)OC)NC=2C(=NN(C2)C)C